CN(NC)CC=1N(C2=CC=CC=C2C1)CCC(=O)NC1C(NCCOCCOCCC(N(C(C(C(CC1)C(=O)O)=O)C)C)=O)=O 15-(3-(2-((1,2-dimethylhydrazino)methyl)-1H-indol-1-yl)propionamido)-2,3-dimethyl-1,4,14-trioxo-7,10-dioxa-3,13-diazacyclooctadecane-18-oic acid